FC1=CC=C(OP2(=NP(=NP(=N2)(OC2=CC(=CC=C2)C(F)(F)F)OC2=CC(=CC=C2)C(F)(F)F)(OC2=CC(=CC=C2)C(F)(F)F)OC2=CC(=CC=C2)C(F)(F)F)OC2=CC=C(C=C2)F)C=C1 bis(4-fluorophenoxy)-tetrakis-(3-trifluoromethylphenoxy)cyclotriphosphazene